BrC=1C(=CC(=C(N)C1)N1CCCC1)Cl 5-bromo-4-chloro-2-(pyrrolidin-1-yl)aniline